NC1=CC=C(C=C1)C=1SC(=CN1)C1=C(C=C(C=C1)N(C(=O)NCC1=CC=CC=C1)C)S(=O)(=O)NC(C)(C)C 2-(2-(4-aminophenyl)thiazol-5-yl)-5-(3-benzyl-1-methylureido)-N-(tert-butyl)benzenesulfonamide